FC1=CC=C(C=C1)C=1C(=C(NC1C1=NC2=C(N1)C=CC(=C2)N2CCN(CC2)C)C)C(C)=O 1-(4-(4-fluorophenyl)-2-methyl-5-(5-(4-methylpiperazin-1-yl)-1H-benzo[d]imidazol-2-yl)-1H-pyrrol-3-yl)ethan-1-one